[Si](C)(C)(C(C)(C)C)OC1(CC(C1)N1C2=C(C3=C1N=NC(=C3)C3=C(C=C(C=C3C)OC(F)F)OCOC)CCC2)C 8-((1s,3s)-3-{[tert-butyl(dimethyl)silyl]oxy}-3-methylcyclobutyl)-3-[4-(difluoromethoxy)-2-(methoxymethoxy)-6-methylphenyl]-5,6,7,8-tetrahydrocyclopenta[4,5]pyrrolo[2,3-c]pyridazine